isopropyl (1-(((2S,3S,4R,5R)-5-(4-amino-2-oxopyrimidin-1(2H)-yl)-2,4-difluoro-3-hydroxy-4-methyltetrahydrofuran-2-yl)methoxy)(phenoxy)phosphoryl)-L-alaninate NC1=NC(N(C=C1)[C@H]1[C@]([C@@H]([C@@](O1)(F)COC1(OP(=O)=N[C@@H](C)C(=O)OC(C)C)CC=CC=C1)O)(C)F)=O